(S)-3-Fluoro-2-((R)-3-methylmorpholin-4-yl)-9-(2-oxo-2-pyridin-2-ylethyl)-8-trifluoromethyl-6,7,8,9-tetrahydro-pyrimido[1,2-a]-pyrimidin-4-one FC1=C(N=C2N(C1=O)CC[C@H](N2CC(C2=NC=CC=C2)=O)C(F)(F)F)N2[C@@H](COCC2)C